6-(2,2-difluoroethoxy)-2-(2-methyl-2H-indazol-5-yl)-4-phenylpyrido[3,2-c]pyridazin-3(2H)-one FC(COC=1C=CC2=NN(C(C(=C2N1)C1=CC=CC=C1)=O)C1=CC2=CN(N=C2C=C1)C)F